thiazole picolinate N1=C(C=CC=C1)C(=O)O.S1C=NC=C1